2-(4-hydroxyphenyl)-3-methoxy-1-methylquinolin-4(1H)-one OC1=CC=C(C=C1)C=1N(C2=CC=CC=C2C(C1OC)=O)C